[K].CC1=CNC=2N=CN=C(C21)C(=O)O 5-methyl-7H-pyrrolo[2,3-d]pyrimidine-4-carboxylic acid potassium